N-(5-(4-((4-([1,2,4]triazolo[1,5-a]pyridin-7-yloxy)-3-methylphenyl)amino)thieno[2,3-d]pyrimidin-6-yl)-2-(2,6-diazaspiro[3.4]octan-6-yl)phenyl)acrylamide N=1C=NN2C1C=C(C=C2)OC2=C(C=C(C=C2)NC=2C1=C(N=CN2)SC(=C1)C=1C=CC(=C(C1)NC(C=C)=O)N1CC2(CNC2)CC1)C